2-(6-methoxypyridine-3-carbonyl)-4-methyl-1,2,3,4-tetrahydroisoquinolin-7-ol COC1=CC=C(C=N1)C(=O)N1CC2=CC(=CC=C2C(C1)C)O